OC(CC(=O)[O-])CC.[Na+] Sodium beta-hydroxypentanoate